C(#N)CC(=O)N1CC(C(=CC1)C1=C2C(=NC(=C1)NC(=O)C1CC1)NC=C2)C N-(4-(1-(2-cyanoacetyl)-3-methyl-1,2,3,6-tetrahydropyridin-4-yl)-1H-pyrrolo[2,3-b]pyridine-6-yl)cyclopropanecarboxamide